BrC1=CC=C(C=C1)C=1C=NN2C1COCC2 3-(4-bromophenyl)-4H,6H,7H-pyrazolo[3,2-c][1,4]oxazine